N[C@@H](CC(=O)[O-])C(=O)[O-].C(C=C)N1C=[N+](C=C1)C.C(C=C)N1C=[N+](C=C1)C 1-allyl-3-methylimidazolium aspartate